[Mg+].C(\C=C\C(=O)[O-])(=O)OCC monoethyl fumarate magnesium salt